NC1=NC=CC=C1C1=NC=2C(=NC=CC2)N1C1=CC=C(CN2CCC(CC2)NC2=CN=CC(=N2)C#N)C=C1 6-((1-(4-(2-(2-aminopyridin-3-yl)-3H-imidazo[4,5-b]pyridin-3-yl)benzyl)piperidin-4-yl)amino)pyrazine-2-carbonitrile